ClC1=CC=C(C=C1)C1=C(C=CC=C1)[C@H](C1CCN(CC1)C1=CC(=C(C(=O)O)C=C1)OC=1C=C2C(=NC1)NC=C2)O 4-[4-[(S)-[2-(4-chlorophenyl)phenyl]-hydroxy-methyl]-1-piperidyl]-2-(1H-pyrrolo[2,3-b]pyridin-5-yloxy)benzoic acid